COC1=CC=C(CNC2=NC=NC(=C2C(=O)NC2N(CCCC2)C(=O)OC(C)(C)C)NC2=CC(=C(C=C2)OC2=CC3=C(N(C=N3)C)C=C2)C)C=C1 tert-butyl 2-(4-((4-methoxybenzyl)amino)-6-((3-methyl-4-((1-methyl-1H-benzo[d]imidazol-5-yl)oxy)phenyl)amino)pyrimidine-5-carboxamido)piperidine-1-carboxylate